FC(C1=C(C=CC=C1)CC=1SC=C(N1)C(=O)N)(F)F {[2-(trifluoromethyl)phenyl]methyl}-1,3-thiazole-4-carboxamide